C=CC(CCCC=C)O 1,7-octadien-3-ol